(R)-2-(3-fluoro-2-methoxy-5-(3-methyloxetan-3-yl)phenyl)-2-((R)-3-(methyl(5-(5,6,7,8-tetrahydro-1,8-naphthyridin-2-yl)pentyl)amino)pyrrolidin-1-yl)acetic acid FC=1C(=C(C=C(C1)C1(COC1)C)[C@H](C(=O)O)N1C[C@@H](CC1)N(CCCCCC1=NC=2NCCCC2C=C1)C)OC